tert-butyl 4-(((4-((4-amino-2-butyl-1H-imidazo[4,5-d]thieno[3,2-b]pyridin-1-yl)methyl)benzyl)amino)methyl)piperidine-1-carboxylate NC1=C2C(=C3C(=N1)C=CS3)N(C(=N2)CCCC)CC2=CC=C(CNCC3CCN(CC3)C(=O)OC(C)(C)C)C=C2